tert-butyl-[3-(3-cyclopropylpyrazol-1-yl)cyclobutoxy]-dimethyl-silane C(C)(C)(C)[Si](C)(C)OC1CC(C1)N1N=C(C=C1)C1CC1